6-(1-benzyl-1H-pyrazole-4-carbonyl)-2-((S)-2,2-dimethylcyclopropane-1-carbonyl)-2,6-diazaspiro[3.4]octane-8-carboxamide C(C1=CC=CC=C1)N1N=CC(=C1)C(=O)N1CC2(CN(C2)C(=O)[C@@H]2C(C2)(C)C)C(C1)C(=O)N